CC=1C=C(C=CC1C)N(C(=O)C=1C=CC=2N(C1)C(=CN2)C=2C=CC(=NC2)NC(OC)=O)C methyl N-[5-[6-[(3,4-dimethylphenyl)-methyl-carbamoyl]imidazo[1,2-a]pyridin-3-yl]-2-pyridyl]carbamate